5-(2-aminoethoxy)-2-[[2-[2-oxo-3-(3-oxo-4H-pyrido[3,2-b][1,4]oxazin-6-yl)-1,3-oxazolidin-5-yl]ethylamino]methyl]-2,3-dihydro-1H-indene-4-carbonitrile NCCOC1=C(C=2CC(CC2C=C1)CNCCC1CN(C(O1)=O)C=1C=CC=2OCC(NC2N1)=O)C#N